2-(azepan-1-yl)-4-((4-(piperazin-1-ylmethyl)phenyl)amino)pyrimido[4,5-d]pyridazin-5(6H)-one hydrochloride Cl.N1(CCCCCC1)C=1N=C(C2=C(C=NNC2=O)N1)NC1=CC=C(C=C1)CN1CCNCC1